C(C1=CC=CC=C1)(C1=CC=CC=C1)(C1=CC=CC=C1)N[C@@H](CC(N)=O)C(=O)O |r| (trityl)-DL-asparagine